4-(2-((Tert-Butyldimethylsilyl)oxy)-1-hydroxyethyl)-4-(hydroxymethyl)piperidine-1-carboxylic acid tert-butyl ester C(C)(C)(C)OC(=O)N1CCC(CC1)(CO)C(CO[Si](C)(C)C(C)(C)C)O